OC=1C=C(C=NC1)NC(OC(C)(C)C)=O tert-butyl (5-hydroxypyridin-3-yl)carbamate